C(CC)OC=O n-propylformate